ClC=1C=C2C(=CN=C(C2=CN1)N1CCCC1)C(C)C 6-chloro-4-isopropyl-1-(pyrrolidin-1-yl)-2,7-naphthyridine